CC=1C(=C(C(=O)OC(CNCCCN)CNCCCCCCCCCCCC)C=C(C1N1C(CCC1)C1=C(C(=CC=C1)F)Cl)F)F 1-((3-aminopropyl)amino)-3-(dodecylamino)propan-2-ol Methyl-4-(2-(2-chloro-3-fluorophenyl)pyrrolidin-1-yl)-2,5-difluorobenzoate